O1COC2=C1C=CC(=C2)CCNC(CCC(=O)O)=O 4-((2-(benzo[d][1,3]dioxol-5-yl)ethyl)amino)-4-oxobutanic acid